Methyl (2R,5R)-5-methyl-2-((((CIS)-4-phenylcyclohexyl)oxy)methyl)-3-(1-((2-(trimethylsilyl)ethoxy)methyl)-1H-pyrazol-5-yl)-2,5-dihydro-1H-pyrrole-1-carboxylate C[C@@H]1C=C([C@@H](N1C(=O)OC)CO[C@@H]1CC[C@@H](CC1)C1=CC=CC=C1)C1=CC=NN1COCC[Si](C)(C)C